1-[4-(1-methyl-1H-imidazol-4-yl)phenyl]methanamine CN1C=NC(=C1)C1=CC=C(C=C1)CN